(2R,3R)-3-(3-(4-(2,6-difluorobenzyloxy)phenyl)isoxazol-5-yl)-2-(2,4-difluorophenyl)-1-(1H-tetrazol-1-yl)butan-2-ol FC1=C(COC2=CC=C(C=C2)C2=NOC(=C2)[C@@H]([C@@](CN2N=NN=C2)(O)C2=C(C=C(C=C2)F)F)C)C(=CC=C1)F